5-Bromo-4-methyl-2-aminopyridine BrC=1C(=CC(=NC1)N)C